ClC=1C=NC(=C(C(=O)O)C1)COC 5-chloro-2-(methoxymethyl)nicotinic acid